5-ethyl-N-(3-fluoro-4-((1-isopropyl-2-keto-2,3-dihydro-1H-imidazo[4,5-b]pyridin-7-yl)oxy)phenyl)-1-(pyrimidin-5-yl)-1H-pyrazole-4-carboxamide C(C)C1=C(C=NN1C=1C=NC=NC1)C(=O)NC1=CC(=C(C=C1)OC1=C2C(=NC=C1)NC(N2C(C)C)=O)F